ethyl 2,4,6-trichloro-7-(8-chloronaphthalen-1-yl)-8-fluoroquinoline-3-carboxylate ClC1=NC2=C(C(=C(C=C2C(=C1C(=O)OCC)Cl)Cl)C1=CC=CC2=CC=CC(=C12)Cl)F